FC=1C=C(C(=NC1)C1CCN(CC1)C(=O)OC(C)(C)C)C1=NC=CN=C1 tert-butyl 4-(5-fluoro-3-(pyrazin-2-yl)pyridin-2-yl)piperidine-1-carboxylate